NC1=NC(N(C=C1)[C@@H]1O[C@@]([C@H]([C@H]1F)O)(CO)CCl)=O 4-amino-1-((2R,3R,4R,5R)-5-(chloromethyl)-3-fluoro-4-hydroxy-5-(hydroxymethyl)tetrahydrofuran-2-yl)pyrimidin-2(1H)-one